CC(C(=O)OCC(COC(C(CC1=CC(=C(C(=C1)C(C)(C)C)O)C(C)(C)C)C)=O)(COC(C(CC1=CC(=C(C(=C1)C(C)(C)C)O)C(C)(C)C)C)=O)COC(C(CC1=CC(=C(C(=C1)C(C)(C)C)O)C(C)(C)C)C)=O)CC1=CC(=C(C(=C1)C(C)(C)C)O)C(C)(C)C pentaerythritol tetra(methyl-beta-(3,5-di-tert-butyl-4-hydroxyphenyl) propionate)